3-(3-((5-methyl-4-((3,4-dimethylbenzylidene)amino)-4H-1,2,4-triazol-3-yl)thio)propoxy)-5,7-dimethoxy-2-(3,4,5-trimethoxyphenyl)-4H-chromen-4-one CC=1N(C(=NN1)SCCCOC1=C(OC2=CC(=CC(=C2C1=O)OC)OC)C1=CC(=C(C(=C1)OC)OC)OC)N=CC1=CC(=C(C=C1)C)C